N-((3R,4S)-3-((((1s,4S)-4-phenylcyclohexyl)oxy)methyl)piperidin-4-yl)methanesulfonamide C1(=CC=CC=C1)C1CCC(CC1)OC[C@@H]1CNCC[C@@H]1NS(=O)(=O)C